N-[(1S)-5-[2-(2-aminopyridin-3-yl)-5-(3-cyanopyrazol-1-yl)imidazo[4,5-b]pyridin-3-yl]-2,3-dihydro-1H-inden-1-yl]-3-formyl-4-hydroxybenzamide NC1=NC=CC=C1C1=NC=2C(=NC(=CC2)N2N=C(C=C2)C#N)N1C=1C=C2CC[C@@H](C2=CC1)NC(C1=CC(=C(C=C1)O)C=O)=O